O[C@@]1([C@@H](CC[C@H](C1)C)C(C)C)C(=O)N[C@H]1CC2=CC(=CC=C2CC1)O (1s,2s,5R)-1-hydroxy-N-[(2R)-7-hydroxytetralin-2-yl]-2-isopropyl-5-methyl-cyclohexanecarboxamide